ClC1=CC=C2C(=CNC2=C1)C=1C=C(SC1)C(CCC(=O)O)=O 4-(4-(6-chloro-1H-indol-3-yl)thiophen-2-yl)-4-oxobutanoic acid